C1=CSNC(=C1)Cl Chlorothiazine